methylenediphenylene-bis(nonyl thiocarbamate) C(C1=C(C=CC=C1)N(C([O-])=S)CCCCCCCCC)C1=C(C=CC=C1)N(C([O-])=S)CCCCCCCCC